1-((3aR,5s,6aS)-5-((5-(pyrazolo[1,5-a]pyridin-5-yl)-7H-pyrrolo[2,3-d]pyrimidin-2-yl)amino)hexahydrocyclopenta[c]pyrrol-2(1H)-yl)ethan-1-one N1=CC=C2N1C=CC(=C2)C2=CNC=1N=C(N=CC12)NC1C[C@@H]2[C@@H](CN(C2)C(C)=O)C1